C(C)OC(=O)N1CC=CC2=CC=CC=C12 2H-quinoline-1-carboxylic acid ethyl ester